C(CCC)NCCCN1CCNCC1 N-butyl-3-piperazinyl-1-propylamine